N-(4-(1H-pyrrol-1-yl)phenyl)-2-(3-(3-methoxybenzyl)-2-oxotetrahydropyrimidin-1(2H)-yl)oxazole-4-carboxamide N1(C=CC=C1)C1=CC=C(C=C1)NC(=O)C=1N=C(OC1)N1C(N(CCC1)CC1=CC(=CC=C1)OC)=O